ClC=1C=C2C=NN(C2=CC1N1CCN(CC1)C1(COC1)C)C=1C=NN(C1)C12CCC(C1)(C2)CO (4-(4-(5-chloro-6-(4-(3-methyloxetan-3-yl)piperazin-1-yl)-1H-indazol-1-yl)-1H-pyrazol-1-yl)bicyclo[2.1.1]hexan-1-yl)methanol